C(C)(C)(C)C=1C=C(C=C(C1)C(=O)Cl)C(=O)Cl 5-tert-butylbenzene-1,3-dicarboxylic chloride